3,5-dimethyl-4-aminomethyl-isoxazole hydrochloride Cl.CC1=NOC(=C1CN)C